C(C)(C)(C)OC(=O)N(C(OC(C)(C)C)=O)C1=NC2=CC(=CC(=C2C=C1)N1CCN(CC1)C(C(C)C)=O)S(NC1(CC1)C)(=O)=O tertbutyl (tert-butoxycarbonyl)(5-(4-isobutyrylpiperazin-1-yl)-7-(N-(1-methylcyclopropyl)sulfamoyl)quinolin-2-yl)carbamate